BrC1=CC(=CC=2N=C3N(CCCC3)C21)C(=O)OC methyl 9-bromo-1,2,3,4-tetrahydrobenzo[4,5]imidazo[1,2-a]pyridine-7-carboxylate